C1CCC12NC(OC2)=O 7-oxa-5-azaspiro[3.4]octan-6-one